9-methyl-N,2-diphenyl-9H-purin-6-amine CN1C2=NC(=NC(=C2N=C1)NC1=CC=CC=C1)C1=CC=CC=C1